N-[(1S)-1-[[2-chloro-5-(2-thiomorpholinopyrimidin-4-yl)phenyl]methyl]-2-[4-(3,5-dimethyl-1H-pyrazol-4-yl)anilino]-2-oxo-ethyl]-1-fluoro-cyclopropanecarboxamide ClC1=C(C=C(C=C1)C1=NC(=NC=C1)N1CCSCC1)C[C@@H](C(=O)NC1=CC=C(C=C1)C=1C(=NNC1C)C)NC(=O)C1(CC1)F